N[S@@](=NC(CC=1C(=C2COCC2=CC1C(C)C)C(C)C)=O)(=O)C=1SC=C(C1)C(C)(C)O |o1:1| (S) or (R)-N-(amino(4-(2-hydroxypropan-2-yl)thiophen-2-yl)(oxo)-λ6-sulfaneylidene)-2-(4,6-diisopropyl-1,3-dihydroisobenzofuran-5-yl)acetamide